C(C(=C)C)(=O)OCCOCCOCCOC(C(=C)C)=O Tri-ethylene glycol dimethacrylate